BrC1=CC=C(C=C1)C1N(C[C@H](CC1)C)C(=O)OC(C)(C)C tert-Butyl (5S)-2-(4-bromophenyl)-5-methyl-piperidine-1-carboxylate